N6-Acetyl-5'-O-(4,4'-Dimethoxytrityl)-2'-O-(3,4-Diacetoxybutoxymethyl)Adenosine C(C)(=O)NC=1C=2N=CN([C@H]3[C@H](OCOCCC(COC(C)=O)OC(C)=O)[C@H](O)[C@@H](COC(C4=CC=C(C=C4)OC)(C4=CC=C(C=C4)OC)C4=CC=CC=C4)O3)C2N=CN1